[Cl-].C[N+]1=CC=C(C=C1)CCC 1-methyl-4-propylpyridinium chloride